N[Co]N di-aminocobalt